BrC1=CC=C(C=C1)N1C[C@H](CCC1)N(C)C (3S)-1-(4-bromophenyl)-N,N-dimethyl-piperidin-3-amine